3-acetylphenyl-boric acid C(C)(=O)C=1C=C(C=CC1)OB(O)O